C(C)(C)(C)OC(=O)N1[C@H](CC2(CC1)OCCC1=C2SC(=C1Cl)Cl)C.OC(C)(C)C=1C=C(OC1)S(=O)(=O)N 4-(2-Hydroxy-propan-2-yl)furan-2-sulfonamide tert-butyl-(2'S)-2,3-dichloro-2'-methyl-spiro[4,5-dihydrothieno[2,3-c]pyran-7,4'-piperidine]-1'-carboxylate